ClC=1C(NN=CC1N1CC=2N=CN=C(C2CC1)[C@H](C)C1=C(C=C(C=C1)F)C(F)(F)F)=O 4-chloro-5-[4-[(1R)-1-[4-fluoro-2-(trifluoromethyl)phenyl]ethyl]-5h,6h,7h,8h-pyrido[3,4-d]pyrimidin-7-yl]-2,3-dihydropyridazin-3-one